1-methylimidazolium hydrogen chloride Cl.CN1C=[NH+]C=C1